3-((3,3-difluoro-1-(3-(4,4,5,5-tetramethyl-1,3,2-dioxaborolan-2-yl)phenyl)cyclobutyl)fluoromethyl)-4-methyl-4H-1,2,4-triazole FC1(CC(C1)(C1=CC(=CC=C1)B1OC(C(O1)(C)C)(C)C)C(C1=NN=CN1C)F)F